FC1=CC=C(CN(C(=S)NCCC2=CC=C(C=C2)OCC(C)C)C2CCN(CC2)C)C=C1 1-(4-Fluorobenzyl)-3-(4-isobutoxybenzylmethyl)-1-(1-methylpiperidin-4-yl)thiourea